1,4-bis(5-trifluoromethyl-3,4-dicarboxyphenoxy)benzene FC(C=1C(=C(C=C(OC2=CC=C(C=C2)OC2=CC(=C(C(=C2)C(F)(F)F)C(=O)O)C(=O)O)C1)C(=O)O)C(=O)O)(F)F